2-(1-methyl-piperidin-4-yl)-1-[(3R,5R)-3-methyl-5-(8-trifluoromethyl-quinolin-5-yl)-piperidin-1-yl]-ethanone CN1CCC(CC1)CC(=O)N1C[C@@H](C[C@@H](C1)C1=C2C=CC=NC2=C(C=C1)C(F)(F)F)C